(1R,2S,5S)-3,8-diazabicyclo[3.2.1]octane-2-carboxylic acid ethyl ester C(C)OC(=O)[C@@H]1[C@H]2CC[C@@H](CN1)N2